(E)-N-[2,2,2-trifluoro-1-(4-fluoro-3-methyl-1-benzofuran-2-yl)ethylidene]hydroxylamine FC(\C(\C=1OC2=C(C1C)C(=CC=C2)F)=N\O)(F)F